4-Bromo-1-(tert-butyl)-6-methylindolin-2-one BrC1=C2CC(N(C2=CC(=C1)C)C(C)(C)C)=O